(S)-5-(dimethylamino)-2-fluoro-4-(((3-fluoropyrrolidin-1-yl)sulfonyl)carbamoyl)benzoic acid CN(C=1C(=CC(=C(C(=O)O)C1)F)C(NS(=O)(=O)N1C[C@H](CC1)F)=O)C